C(C)(C)(C)N(C(O)=O)[C@H](C(=O)N(C)OC)C[C@H]1C(NCC1)=O.N(=[N+]=[N-])C1=CC=C(C=C1)C1=CC=C(C=C1)N=[N+]=[N-] 4,4'-bis-azidobiphenyl tert-butyl-((1S)-2-[methoxy(methyl)amino]-2-oxo-1-{[(3S)-2-oxopyrrolidin-3-yl]methyl}ethyl)carbamate